The molecule is a monocarboxylic acid anion resulting from the removal of a proton from the carboxy group of mycophenolic acid. It is a conjugate base of a mycophenolic acid. CC1=C2COC(=O)C2=C(C(=C1OC)C/C=C(\\C)/CCC(=O)[O-])O